[Si](C)(C)(C(C)(C)C)OCCC1=CC=NN1C=1CN2C(N(C(C1)C2)OS(=O)(=O)[O-])=O.C[NH+](C)C trimethylammonium [3-[5-[2-[tert-butyl(dimethyl)silyl]oxyethyl]pyrazol-1-yl]-7-oxo-1,6-diazabicyclo[3.2.1]oct-3-en-6-yl]sulfate